4-chlorobenzyl (4-(1-(3-methylazetidine-1-carboxamido)ethyl)phenyl)carbamate CC1CN(C1)C(=O)NC(C)C1=CC=C(C=C1)NC(OCC1=CC=C(C=C1)Cl)=O